C1(CC1)N1C(C2=C(C=C1)NC(=C2I)C2=CC(=NC=C2)NC(C)=O)=O N-[4-(5-cyclopropyl-3-iodo-4-oxo-4,5-dihydro-1H-pyrrolo[3,2-c]pyridin-2-yl)pyridin-2-yl]acetamide